C(CCCCCCC)(=O)[O-].[Sn+4].C(CCCCCCC)(=O)[O-].C(CCCCCCC)(=O)[O-].C(CCCCCCC)(=O)[O-] tin caprylate